CN1CCC(CC1)NC1C2=CC(N(C2=CC=C1)CC(F)(F)F)C#CCNC1=CC=C(S1)C(=O)O 5-((3-(4-((1-methylpiperidin-4-yl)amino)-1-(2,2,2-trifluoroethyl)4H-indol-2-yl)prop-2-yn-1-yl)amino)thiophene-2-carboxylic acid